tert-butyl 2-({1-[2-(2,6-dioxopiperidin-3-yl)-3-hydroxy-1-oxo-3H-isoindol-5-yl]piperidin-4-yl}oxy)acetate O=C1NC(CCC1N1C(C2=CC=C(C=C2C1O)N1CCC(CC1)OCC(=O)OC(C)(C)C)=O)=O